4-(3-chloro-4-(9-(3-chlorobenzyl)-6-(1-methylcyclopropoxy)-9H-purin-8-yl)phenoxy)-N-(methylsulfonyl)butanamide ClC=1C=C(OCCCC(=O)NS(=O)(=O)C)C=CC1C=1N(C2=NC=NC(=C2N1)OC1(CC1)C)CC1=CC(=CC=C1)Cl